C(C)O[Si](CCCNCCC[Si](OCC)(OCC)OCC)(OCC)OCC Bis[γ-(triethoxysilyl)propyl]amine